6-(1-(2-chloro-4-(5-(difluoromethyl)-1,3,4-oxadiazol-2-yl)benzyl)-1H-1,2,3-triazol-4-yl)isoquinolin-3-amine ClC1=C(CN2N=NC(=C2)C=2C=C3C=C(N=CC3=CC2)N)C=CC(=C1)C=1OC(=NN1)C(F)F